CN(CCN(CCO)CCC)C 2-((2-(dimethylamino)ethyl)(propyl)amino)ethan-1-ol